ClC1=NC=C(C=N1)C(C)(F)F 2-chloro-5-(1,1-difluoroethyl)pyrimidine